2,5-bis(4-aminophenyl)-[1,3,4]oxadiazole NC1=CC=C(C=C1)C=1OC(=NN1)C1=CC=C(C=C1)N